OC1C[C@H]2CCC[C@@H](C1)N2C(=O)OC(C)(C)C tert-butyl (1R,3s,5S)-3-hydroxy-9-azabicyclo[3.3.1]nonane-9-carboxylate